ClC=1C=C(C=CC1)CCN 2-(3-chlorophenyl)ethanamine